C(#N)C1=C(C(NC2=CC=C(C(=C12)C)F)=O)C(C(=O)N[C@@H](C)C1=NC=C(C=N1)C#N)(F)F (S)-2-(4-cyano-6-fluoro-5-methyl-2-oxo-1,2-dihydroquinolin-3-yl)-N-(1-(5-cyanopyrimidin-2-yl)ethyl)-2,2-difluoroacetamide